4-(5-(3,5-dichloro-4-fluorophenyl)-5-(trifluoromethyl)-4,5-dihydroisoxazol-3-yl)-2-methyl-N-(phenylsulfinyl)benzamide ClC=1C=C(C=C(C1F)Cl)C1(CC(=NO1)C1=CC(=C(C(=O)NS(=O)C2=CC=CC=C2)C=C1)C)C(F)(F)F